1-((4-(trifluoromethyl)phenyl)sulfonyl)piperidine-4-carboxylic acid FC(C1=CC=C(C=C1)S(=O)(=O)N1CCC(CC1)C(=O)O)(F)F